FC(C=1C(=C(C=NC1)NCC=1C=C2N=CC=NC2=CC1)N1C[C@@H](NCC1)C)F (S)-5-(difluoromethyl)-4-(3-methylpiperazin-1-yl)-N-(quinoxalin-6-ylmethyl)pyridin-3-amine